N-(azido(dimethylamino)methylene)-N-methylmethanaminium hexafluorophosphate F[P-](F)(F)(F)(F)F.N(=[N+]=[N-])C(=[N+](C)C)N(C)C